1-(methoxymethyl)cyclobutan-1-amine COCC1(CCC1)N